7-((2,3,5,6,7',8'-hexahydro-6'H-spiro[pyran-4,5'-[1,7]naphthyridine]-2'-yl)amino)isoindol-1-one N1=C(C=CC=2C3(CNCC12)CCOCC3)NC=3C=CC=C1C=NC(C31)=O